ClC1=C(C#N)C(=C(C(=C1C#N)O)Cl)Cl 2,5,6-trichloro-4-hydroxyisophthalonitrile